[2-(6-Fluoro-2,4-dimethyl-indol-1-yl)-ethyl]-{6-[4-(2-methyl-1H-imidazol-4-yl)-phenyl]-pyrimidin-4-yl}-amin FC1=CC(=C2C=C(N(C2=C1)CCNC1=NC=NC(=C1)C1=CC=C(C=C1)C=1N=C(NC1)C)C)C